ClC=1C=C(C=CC1OCCC)C1=CC=C(C(=N1)OC1=C(C=C(C=C1C)C)C)C(=O)NS(=O)(=O)C=1C(NC=CC1)=O 6-(3-Chloro-4-propoxyphenyl)-N-[(2-oxo-1H-pyridin-3-yl)sulfonyl]-2-(2,4,6-trimethylphenoxy)pyridin-3-carboxamid